3,3-difluorocyclobutyl (4-cyclobutyl-3-(3,3-difluorocyclobutyl)-1-methyl-1H-pyrazol-5-yl)(methyl)carbamate C1(CCC1)C=1C(=NN(C1N(C(OC1CC(C1)(F)F)=O)C)C)C1CC(C1)(F)F